NC1=NC=2C=CC(=CC2C2=C1C=NN2C)C(=O)N(N(C)C(C2=CC=CC=C2)=O)CC2=NC=C(C=C2)C(F)(F)F 4-amino-N'-benzoyl-N',1-dimethyl-N-[[5-(trifluoromethyl)-2-pyridyl]methyl]pyrazolo[4,3-c]quinoline-8-carbohydrazide